6-(morpholinomethyl)-2-amino-4-bromophenol O1CCN(CC1)CC1=CC(=CC(=C1O)N)Br